amino-2-(3,5-dichloro-4-((5-methyl-4-oxo-3,4,5,6,7,8-hexahydrophthalazin-1-yl)oxy)phenyl)-1,2,4-triazine-3,5(2H,4H)-dione NN1C(N(N=CC1=O)C1=CC(=C(C(=C1)Cl)OC1=NNC(C=2C(CCCC12)C)=O)Cl)=O